CS(=O)(=O)C=1C=NC(=NC1)N1CC2CCC(C1)N2C(CCCC2=NNC(C1=CC=CC=C21)=O)=O 4-(4-(3-(5-(methylsulfonyl)pyrimidin-2-yl)-3,8-diazabicyclo[3.2.1]octan-8-yl)-4-oxobutyl)phthalazin-1(2H)-one